N=1C=NN2C=NC(=CC21)OC2=C(C=C(C=C2)NC2=NC=NC1=CC=C(C(=C21)N2C1CN(CC1C2)C)OC)C N-(4-([1,2,4]triazolo[1,5-c]pyrimidin-7-yloxy)-3-methylphenyl)-6-methoxy-5-(3-methyl-3,6-diazabicyclo[3.2.0]heptan-6-yl)quinazolin-4-amine